NC1=NC(=NN1)N1CC(C1)C(CNC1=CC(=NC=2N1N=C(C2)C(F)(F)F)C(F)(F)F)(C)C2=CC=CC=C2 N-(2-(1-(5-Amino-1H-1,2,4-triazol-3-yl)azetidin-3-yl)-2-phenylpropyl)-2,5-bis(trifluoromethyl)pyrazolo[1,5-a]pyrimidin-7-amine